CN1N=C2CN(CCC2=C1C1=CC=CC=C1)C(=O)C1=CC=CC2=CC=CC=C12 (2-methyl-3-phenyl-2,4,5,7-tetrahydro-6H-pyrazolo[3,4-c]pyridin-6-yl)(naphthalen-1-yl)methanone